(9H-fluoren-9-yl)methyl ((R)-1-(((3S,4R,5S)-3,5-dimethyl-8-oxooctan-4-yl)amino)-1-oxoprop-2-yl)carbamate C[C@@H](CC)[C@H]([C@H](CCC=O)C)NC([C@@H](C)NC(OCC1C2=CC=CC=C2C=2C=CC=CC12)=O)=O